NC1=NC=CC(=C1Cl)SC1=CN=C(N=N1)N1CCC2(CC1)[C@@H](C1=CC=CC=C1C2)N[S@](=O)C(C)(C)C (R)-N-((S)-1'-(6-((2-amino-3-chloropyridin-4-yl)thio)-1,2,4-triazin-3-yl)-1,3-dihydrospiro[inden-2,4'-piperidin]-1-yl)-2-methylpropane-2-sulfinamide